isoxazole-5,5(4H)-dicarboxylate O1N=CCC1(C(=O)[O-])C(=O)[O-]